ClC1=C(C=CC2=C1C(=N[C@H](C=1N2C(=NN1)C)CO)C1=C(C=CC=C1F)F)C(F)(F)F [(4R)-7-chloro-6-(2,6-difluorophenyl)-1-methyl-8-(trifluoromethyl)-4H-[1,2,4]triazolo[4,3-a][1,4]benzodiazepin-4-yl]methanol